ClC=1C=C(C=CC1)C1=CC(=NC2=C(N=CC=C12)C1=CC=NN1)N1CCOCC1 4-(3-chlorophenyl)-2-(morpholin-4-yl)-8-(1H-pyrazol-5-yl)-1,7-naphthyridine